N1(C=NC=C1)C1=CC=C(C=C1)C (4-(1H-imidazol-1-yl)phenyl)methane